7-(5-(5-(4-aminopiperidin-1-yl)-1,3,4-thiadiazol-2-yl)-4-(methylamino)pyridin-2-yl)pyrrolo[1,2-b]pyridazine-3-carbonitrile NC1CCN(CC1)C1=NN=C(S1)C=1C(=CC(=NC1)C1=CC=C2N1N=CC(=C2)C#N)NC